2-bromo-2-(2-fluorophenyl)-1-cyclopropyl ethyl ketone C(C)C(=O)C1C(C1)(C1=C(C=CC=C1)F)Br